CC(C)(C)C(CCOC(CCC1=CC=CC=C1)=O)C(C(CCCCCCCCCCCCC)C(C)(C)C)O benzenepropanoic acid 3,5-bis(1,1-dimethylethyl)-4-hydroxyoctadecyl ester